NC=1C(=C(C=CC1)C=1C(=C(SC1C1=NC(=NC=C1)SC)N1C2CCC1CC2)C#N)F 4-(3-Amino-2-fluoro-phenyl)-2-(7-aza-bicyclo[2.2.1]hept-7-yl)-5-(2-methylsulfanyl-pyrimidin-4-yl)-thiophene-3-carbonitrile